(R)-7-benzyl-1-(4-morpholino-6-oxo-1,6-dihydropyridin-2-yl)azepan-2-one C(C1=CC=CC=C1)[C@H]1CCCCC(N1C=1NC(C=C(C1)N1CCOCC1)=O)=O